N-((1R,5S,6s)-3-(1H-indazole-3-carbonyl)-3-azabicyclo[3.1.0]hex-6-yl)-3-(imidazo[1,2-a]pyridin-2-yl)benzamide N1N=C(C2=CC=CC=C12)C(=O)N1C[C@@H]2C([C@@H]2C1)NC(C1=CC(=CC=C1)C=1N=C2N(C=CC=C2)C1)=O